C(C)(=O)N1CCC(CC1)C1=NN(C2=CC=CC(=C12)Br)CC(=O)OCC Ethyl 2-[3-(1-acetylpiperidin-4-yl)-4-bromoindazol-1-yl]acetate